2-Chloro-N-(3-(1-cyanocyclopropane-1-carboxamido)-2,4-difluorophenyl)-5-((1R,3R)-2,2-dichloro-3-(4-fluoro-3-(trifluoromethyl)phenyl)cyclopropane-1-carboxamido)benzamide ClC1=C(C(=O)NC2=C(C(=C(C=C2)F)NC(=O)C2(CC2)C#N)F)C=C(C=C1)NC(=O)[C@@H]1C([C@H]1C1=CC(=C(C=C1)F)C(F)(F)F)(Cl)Cl